allyl (S)-8-((R)-2-oxo-4-phenyloxazolidine-3-carbonyl)-2-(1-(trifluoromethyl)cyclopropane-1-carbonyl)-2,6-diazaspiro[3.4]octane-6-carboxylate O=C1OC[C@H](N1C(=O)[C@@H]1CN(CC12CN(C2)C(=O)C2(CC2)C(F)(F)F)C(=O)OCC=C)C2=CC=CC=C2